3-(4-amino-3-(4-(2-fluoro-3-methoxyphenoxy)phenyl)-1H-pyrazolo[3,4-d]pyrimidin-1-yl)cyclohexane-1,2-diol NC1=C2C(=NC=N1)N(N=C2C2=CC=C(C=C2)OC2=C(C(=CC=C2)OC)F)C2C(C(CCC2)O)O